CC1=C(C=NC=C1)C1=CC2=C(OCCN2)C=C1 6-(4-methylpyridin-3-yl)-3,4-dihydro-2H-benzo[b][1,4]oxazine